CS(=O)(=O)C(C)(C)C1=NC(=NC=2N3[C@@H](COC[C@H]3COC12)C)C=1C=C(C=CC1)C1(NC1)CO (2-{3-[(5R,8aS)-1-(1-methanesulfonyl-1-methyl-ethyl)-5-methyl-5,6,8a,9-tetrahydro-8H-7,10-dioxa-2,4,4b-triazaphenanthren-3-yl]-phenyl}-aziridin-2-yl)-methanol